eicosane-1,8-diol C(CCCCCCC(CCCCCCCCCCCC)O)O